BrC1=CC(=C(C=C1)C1(SCCCS1)C1=CC=C(CCC2CCN(CC2)C(=O)OC(C)(C)C)C=C1)Cl tert-butyl 4-(4-(2-(4-bromo-2-chlorophenyl)-1,3-dithian-2-yl)phenethyl)piperidine-1-carboxylate